ethyl 3-((3-ethoxy-3-oxopropyl) neopentylamino)-3-oxopropanoate C(C)OC(CCN(C(CC(=O)OCC)=O)CC(C)(C)C)=O